C12=CC=CC=C2CC1 bicyclo[4.2.0]-oct-1,3,5-triene